FC1(CCC(NC1)C1=NN(C=N1)C1=C(C=C(C=N1)NC(CC1=C(C(=CC=C1)C(F)(F)F)F)=O)F)F N-(6-(3-(5,5-difluoropiperidin-2-yl)-1H-1,2,4-triazol-1-yl)-5-fluoropyridin-3-yl)-2-(2-fluoro-3-(trifluoromethyl)phenyl)acetamide